Methoxynaphthyltrimethoxysilane COCO[Si](OC)(OC)C1=CC=CC2=CC=CC=C12